COC1=CC=2N(N=C1)C=CN2 7-methoxyimidazo[1,2-b]pyridazine